(R)-2-(3-methylmorpholino)-N-((2-(trifluoromethyl)pyridin-3-yl)methyl)pyrido[2,3-d]pyrimidin-4-amine C[C@@H]1COCCN1C=1N=C(C2=C(N1)N=CC=C2)NCC=2C(=NC=CC2)C(F)(F)F